3-chloro-5-[(8R)-8-methyl-5,6,7,8-tetrahydro-[1,2,4]triazolo[4,3-a]pyrazin-3-yl]-1,2,4-thiadiazole trifluoroacetate FC(C(=O)O)(F)F.ClC1=NSC(=N1)C1=NN=C2N1CCN[C@@H]2C